6-amino-2-(2-(2,6-dioxopiperidin-3-yl)-1-oxoisoindolin-5-yl)-4-isopropylnicotinonitrile NC1=NC(=C(C#N)C(=C1)C(C)C)C=1C=C2CN(C(C2=CC1)=O)C1C(NC(CC1)=O)=O